1-(4-benzylpiperidin-1-yl)-3-(3,5-diethyl-1-(3-isopropyl-[1,2,4]triazolo[4,3-b]pyridazin-6-yl)-1H-pyrazol-4-yl)propan-1-one Zinc orthoborate B([O-])([O-])[O-].[Zn+2].C(C1=CC=CC=C1)C1CCN(CC1)C(CCC=1C(=NN(C1CC)C=1C=CC=2N(N1)C(=NN2)C(C)C)CC)=O.B([O-])([O-])[O-].[Zn+2].[Zn+2]